tetracosyl methacrylate C(C(=C)C)(=O)OCCCCCCCCCCCCCCCCCCCCCCCC